FC1=CC=C(C2=C1N=C(O2)C2=NCCC1=C2N=CN1)F 4-(4,7-difluorobenzo[d]oxazol-2-yl)-6,7-dihydro-1H-imidazo[4,5-c]pyridin